acryloyl-1,3-dihydroxypropyl-amine C(C=C)(=O)NC(CCO)O